3-chloro-1-(5-(2-chloro-4-isopropoxyphenyl)-1,2,4-oxadiazol-3-yl)-1H-indole ClC1=CN(C2=CC=CC=C12)C1=NOC(=N1)C1=C(C=C(C=C1)OC(C)C)Cl